1-(7-bromoquinazolin-2-yl)-3-isopropylurea BrC1=CC=C2C=NC(=NC2=C1)NC(=O)NC(C)C